N1=CC=C(C=C1)C=1C=C(C=C(C1)C1=CC=NC=C1)C1=CC=NC(=N1)C 6-(3,5-di-4-PYRIDYLPHENYL)-2-METHYLPYRIMIDINE